O1C(CCCC1)OCC12CCC(C1)(C2)C2=NNC(=C2)CO (3-(4-(((tetrahydro-2H-pyran-2-yl)oxy)methyl)bicyclo[2.1.1]hexan-1-yl)-1H-pyrazol-5-yl)methanol